CN(C(C)C)CCC(N1CCN(CC1)C)C N-methyl-N-isopropyl-3-methyl-3-(4-methylpiperazin-1-yl)propylamine